C(C)(=O)C=1C(OC2=CC(=CC=C2C1)NCCC)=O 3-acetyl-7-propylaminocoumarin